3-ethyl-7-((5-fluoro-3'-methyl-3',6'-dihydro-[2,4'-bipyridinyl]-1'(2'H)-yl)methyl)-1,5-naphthyridin-2(1H)-one C(C)C=1C(NC2=CC(=CN=C2C1)CN1CC(C(=CC1)C1=NC=C(C=C1)F)C)=O